Di(phenyl)[(phenyl)di(pyridyl)indolocarbazolyl]triazine C1(=CC=CC=C1)C1=C(C(=NN=N1)C1=C2C(=C(C(=C1C1=NC=CC=C1)C1=NC=CC=C1)C1=CC=CC=C1)N=C1C=CC3=C4C=CC=CC4=NC3=C12)C1=CC=CC=C1